(2S,3S)-N-(2-aminoethyl)-1-methyl-5-oxo-2-(pyridin-3-yl)pyrrolidine-3-carboxamide NCCNC(=O)[C@@H]1[C@H](N(C(C1)=O)C)C=1C=NC=CC1